6-((S)-2-((3aS,5S,6aR)-5-(2-fluorophenoxy)-3a-hydroxycyclopenta[c]pyrrol-2(1H)-yl)-1-hydroxyethyl)-1,4-dihydro-2H-benzo[d][1,3]thiazin-2-one FC1=C(OC2=C[C@@]3(C(CN(C3)C[C@@H](O)C3=CC4=C(NC(SC4)=O)C=C3)=C2)O)C=CC=C1